C(CCCCCCCC)C1=CC=C(C=C1)C1C=CNN1 5-(4-nonyl-phenyl)-pyrazoline